1-(4-((1S,2S)-2-cyclohexyl-6-hydroxy-1,2,3,4-tetrahydronaphthalen-1-yl)-3-methylphenyl)piperidine-4-carbaldehyde C1(CCCCC1)[C@H]1[C@H](C2=CC=C(C=C2CC1)O)C1=C(C=C(C=C1)N1CCC(CC1)C=O)C